2-[6-(difluoromethyl)pyridine-3-carbonyl]-8,8-dimethyl-7-oxo-2-azaspiro[3.5]non-5-ene-6-carbonitrile FC(C1=CC=C(C=N1)C(=O)N1CC2(C1)C=C(C(C(C2)(C)C)=O)C#N)F